Cl.N[C@H](CC(=O)OCC)C Ethyl (S)-3-aminobutanoate hydrochloride